CC1=CC=C(C=C1)S(=O)(=O)[O-].CC1=[NH+]C(=CC(=C1)C)C 2,4,6-trimethylpyridin-1-ium 4-methylbenzenesulfonate